bis-(4-hydroxyphenyl)-4-methyl-cyclohexane OC1=CC=C(C=C1)C1(CCC(CC1)C)C1=CC=C(C=C1)O